citric acid-methionine salt N[C@@H](CCSC)C(=O)O.C(CC(O)(C(=O)O)CC(=O)O)(=O)O